FC=1C=C(C=CC1)S(=O)(=O)N1CC(C1)C(=O)N1C2=C(OCC1)C(=CN=C2)C2=CC=C(C#N)C=C2 4-(4-(1-((3-Fluorophenyl)sulfonyl)azetidine-3-carbonyl)-3,4-dihydro-2H-pyrido[4,3-b][1,4]Oxazin-8-yl)benzonitrile